6-(2-amino-6-fluoro-5-(1'-(2-methoxyethyl)spiro[chromane-2,4'-piperidin]-6-yl)pyridin-3-yl)-3,4-dihydroisoquinolin-1(2H)-one NC1=NC(=C(C=C1C=1C=C2CCNC(C2=CC1)=O)C=1C=C2CCC3(CCN(CC3)CCOC)OC2=CC1)F